di-chlorine ClCl